Tert-Butyl (R)-(1-(2-phthalimidoethanesulfonyl)piperidin-3-yl)carbamate C1(C=2C(C(N1CCS(=O)(=O)N1C[C@@H](CCC1)NC(OC(C)(C)C)=O)=O)=CC=CC2)=O